8-(3-(4-fluorophenyl)-1-(methyl-d3)-1H-pyrazol-4-yl)imidazo[1,2-b]Pyridazine-2-carboxylic acid methyl ester COC(=O)C=1N=C2N(N=CC=C2C=2C(=NN(C2)C([2H])([2H])[2H])C2=CC=C(C=C2)F)C1